Tert-butyl (2S)-4-(7-(8-chloro-3-(methoxymethoxy)naphth-1-yl)-2,6,8-trifluoroquinazolin-4-yl)-2-(cyanomethyl)piperazine-1-carboxylate ClC=1C=CC=C2C=C(C=C(C12)C1=C(C=C2C(=NC(=NC2=C1F)F)N1C[C@@H](N(CC1)C(=O)OC(C)(C)C)CC#N)F)OCOC